OC1=C(C=CC=C1)C1CC(COC1)C1=C(C=CC=C1)O 2-(tetrahydro-5-(2-hydroxyphenyl)2H-pyran-3-yl)phenol